ClC1=C(CN[C@@H](CCOC2CC(C2)CCC2=NC=3NCCCC3C=C2)C(=O)O)C(=CN=C1)F N-(3-chloro-5-fluoroisonicotinyl)-O-((1r,3r)-3-(2-(5,6,7,8-tetrahydro-1,8-naphthyridin-2-yl)ethyl)cyclobutyl)-L-homoserine